O1COC2=C1C=CC=C2C[C@@H](CNC(=O)NCC2=CC=C(C=C2)O)N(C)C ((S)-3-(benzo[d][1,3]dioxol-4-yl)-2-(dimethylamino)propyl)-3-(4-hydroxybenzyl)urea